C(#N)C=1C=C2C(C(=CN(C2=CC1)C=1C=NN(C1)CCN(C)C)C(=O)O)=O 6-cyano-1-(1-(2-(dimethyl-amino)ethyl)-1H-pyrazol-4-yl)-4-oxo-1,4-dihydro-quinoline-3-carboxylic acid